9-(1-((6-chloro-2-(1-methyl-1H-1,2,4-triazol-3-yl)pyridin-3-yl)amino)ethyl)-4-ethyl-7-methyl-2-(tetrahydro-2H-pyran-4-yl)-2,4-dihydro-5H-pyrazolo[3,4-c]isoquinolin-5-one ClC1=CC=C(C(=N1)C1=NN(C=N1)C)NC(C)C=1C=2C=3C(N(C(C2C=C(C1)C)=O)CC)=NN(C3)C3CCOCC3